C1=CC(=C(C(=C1)CBr)CBr)CBr tris(bromomethyl)benzene